FC=1C=C(OC2=CC=C(CC3(NC(=NC=4N3N=CC4C(C)C)NC4CCOCC4)N)C=C2)C=CC1F 4-(4-(3,4-difluorophenoxy)benzyl)-8-isopropyl-N2-(tetrahydro-2H-pyran-4-yl)pyrazolo[1,5-a][1,3,5]triazine-2,4-diamine